C(=O)(OC(C)(C)C)N1CCN(CC1)C(C(=O)O)C1=CC=C(C=C1)F 2-(4-Boc-piperazino)-2-(4-fluorophenyl)acetic acid